C(C)OC(=C)C1=CC(=CC2=C1NCC(CC2)NC(OC(C)(C)C)=O)F tert-Butyl (9-(1-ethoxyvinyl)-7-fluoro-2,3,4,5-tetrahydro-1H-benzo[b]azepin-3-yl)carbamate